FC=1C=C(C(=O)NCC2CCC(CC2)N2N=C3C=C(C=CC3=C2)C2=CC=C(C=C2)OC)C=C(C1O)F 3,5-difluoro-4-hydroxy-N-({(1r,4r)-4-[6-(4-methoxyphenyl)-2H-indazol-2-yl]cyclohexyl}methyl)benzamide